((3aR,6aS)-5-(4-(2-chloropropan-2-yl)-6-methylpyrimidin-2-yl)hexahydropyrrolo[3,4-c]pyrrol-2(1H)-yl)(2-fluoro-6-(2H-1,2,3-triazol-2-yl)phenyl)methanone ClC(C)(C)C1=NC(=NC(=C1)C)N1C[C@@H]2[C@H](C1)CN(C2)C(=O)C2=C(C=CC=C2N2N=CC=N2)F